BrC=1C(=C(C=CC1)NC(=O)C=1N(C2=C(CN(CC2)C(=O)O)N1)C)Cl 2-((3-bromo-2-chlorophenyl)carbamoyl)-1-methyl-1,4,6,7-tetrahydro-5H-imidazo[4,5-c]Pyridine-5-carboxylic acid